C(CCCCCCCCCCC)C1=C(C=CC=C1N=C=O)N=C=O 2-dodecyl-1,3-diisocyanatobenzene